FC1=C(C=CC=C1)NC(C1=CC=C(C=C1)C=1NOC=C(N1)C1=C(C=CC=C1)C(F)(F)F)=O N-(2-fluorophenyl)-4-[5-(trifluoromethylphenyl)-1,2,4-oxadiazin-3-yl]benzamide